[Ca].C1=CC=C2C=CC3=CC=CC4=CC=C1C2=C34 Pyrene calcium